ClC1=CC(=C(C=C1)C1=NC(=NC2=C1N=C(N(C2=O)C)C)N2CC(O[C@@H](C2)C=2C=NN(C2)C)(F)F)F (R)-8-(4-chloro-2-fluorophenyl)-6-(2,2-difluoro-6-(1-methyl-1H-pyrazol-4-yl)morpholino)-2,3-dimethylpyrimido[5,4-d]pyrimidin-4(3H)-one